C12(CC3CC(CC(C1)C3)C2)NCCCCCCCCC=2C=C3CN(C(C3=CC2)=O)C2C(NC(CC2)=O)=O 3-(5-(8-((adamantan-1-yl)amino)octyl)-1-oxoisoindolin-2-yl)piperidine-2,6-dione